OCCOC1=C(C=C(C=C1C)C1=NC2=CC=C(C=C2C(N1)=O)CN1CCOCC1)C 2-[4-(2-hydroxyethoxy)-3,5-dimethyl-phenyl]-6-morpholin-4-ylmethyl-3H-quinazolin-4-one